8-Hydroxy-7-nitroquinoline-3-carboxylic acid ethyl ester C(C)OC(=O)C=1C=NC2=C(C(=CC=C2C1)[N+](=O)[O-])O